COC1=CC(=C(C=C1NC1=NC=NC(=C1)N1OCC[C@@H]1C1=CC(=CC=C1)OC1=CC=CC=C1)NC(C=C)=O)N1CCC(CC1)N1CCN(CC1)C (R)-N-(4-methoxy-2-(4-(4-methylpiperazin-1-yl)piperidin-1-yl)-5-((6-(3-(3-phenoxyphenyl)isooxazolidin-2-yl)pyrimidin-4-yl)amino)phenyl)acrylamide